CC=1C(C(C(=CC1)C)C)C(=O)OCC ethyl 2,5,6-trimethylcyclohexa-2,4-diene-1-carboxylate